COC=1C=C2C(=NC(=NC2=CC1OC)C)NC(C)C1=CC=C(S1)C1=C(C(=O)N(C)C)C=CC=C1 2-(5-{1-[(6,7-dimethoxy-2-methylquinazolin-4-yl)-amino]ethyl}-thiophen-2-yl)-N,N-dimethyl-benzamide